6-tert-butyl-5-(3,4-difluorophenyl)-4-(2-fluoro-6-(trifluoromethoxy)phenoxy)thieno[2,3-d]pyrimidine C(C)(C)(C)C1=C(C2=C(N=CN=C2OC2=C(C=CC=C2OC(F)(F)F)F)S1)C1=CC(=C(C=C1)F)F